4-(azidomethyl)-1-(trifluoromethyl)-2-oxabicyclo[2.1.1]hexane N(=[N+]=[N-])CC12COC(C1)(C2)C(F)(F)F